(2R)-2-(6-{5-chloro-2-[(oxan-4-yl)amino]pyrimidin-4-yl}-1-oxo-2,3-dihydro-1H-isoindol-2-yl)-N-[(1R)-1-(2-fluoro-5-methoxyphenyl)-propyl]-3-hydroxypropanamide ClC=1C(=NC(=NC1)NC1CCOCC1)C1=CC=C2CN(C(C2=C1)=O)[C@@H](C(=O)N[C@H](CC)C1=C(C=CC(=C1)OC)F)CO